FC=1C=C2C=C(NC2=CC1OCC1=NC(=CC=C1)F)CNC(=O)C1(CC1)C N-((5-fluoro-6-((6-fluoropyridin-2-yl)methoxy)-1H-indol-2-yl)methyl)-1-methylcyclopropane-1-carboxamide